2-chloro-N-(1-(4-((1-cyclohexylpiperidin-4-yl)amino)-6,7-dimethoxyquinazolin-2-yl)piperidin-4-yl)acetamide ClCC(=O)NC1CCN(CC1)C1=NC2=CC(=C(C=C2C(=N1)NC1CCN(CC1)C1CCCCC1)OC)OC